C(C)(C)OC(C)(C)C=1N=C(SC1)NC(=O)NCC1=CC=NC=C1 1-(4-(2-isopropoxyprop-2-yl)thiazol-2-yl)-3-(pyridin-4-ylmethyl)urea